4-(3-(cyclobutylmethyl)-6-(3,5-dimethylisoxazol-4-yl)-1H-pyrrolo[3,2-b]pyridin-1-yl)-3-ethoxy-5-fluorobenzoic acid C1(CCC1)CC1=CN(C=2C1=NC=C(C2)C=2C(=NOC2C)C)C2=C(C=C(C(=O)O)C=C2F)OCC